N-[(1S)-5-[2-(2-aminopyridin-3-yl)-5-(morpholin-4-yl)imidazo[4,5-b]pyridin-3-yl]-2,3-dihydro-1H-inden-1-yl]-3-formyl-4-hydroxybenzamide NC1=NC=CC=C1C1=NC=2C(=NC(=CC2)N2CCOCC2)N1C=1C=C2CC[C@@H](C2=CC1)NC(C1=CC(=C(C=C1)O)C=O)=O